COC1=C(C=CC(=C1)OC)C1=NC(=CC2=C1NC1=CC=CC=C21)C(=O)O 1-(2,4-dimethoxyphenyl)-9H-pyrido[3,4-b]Indole-3-carboxylic acid